tert-butyl 6-(3-chloro-6-(2-(diisopropylcarbamoyl)-4-fluorophenoxy)-1,2,4-triazin-5-yl)-2,6-diazaspiro[3.4]octane-2-carboxylate ClC=1N=NC(=C(N1)N1CC2(CN(C2)C(=O)OC(C)(C)C)CC1)OC1=C(C=C(C=C1)F)C(N(C(C)C)C(C)C)=O